N-{[4-(benzenesulfonyl)phenyl]methyl}-1,5-naphthyridine-2-carboxamide C1(=CC=CC=C1)S(=O)(=O)C1=CC=C(C=C1)CNC(=O)C1=NC2=CC=CN=C2C=C1